ClC=1C=CC(=C(C1)NC(=O)C=1N=NN(C1)C1=CC(=CC(=C1)O)F)C N-(5-chloro-2-methylphenyl)-1-(3-fluoro-5-hydroxyphenyl)-1H-1,2,3-triazole-4-carboxamide